4-ethyl-4,9-dihydroxy-10-((isopropylamino)methyl)-1,12-dihydro-14H-pyrano[3',4':6,7]indolizino[1,2-b]quinoline-3,14(4H)-dione C(C)C1(C(OCC=2C(N3CC=4C(=NC=5C=CC(=C(C5C4)CNC(C)C)O)C3=CC21)=O)=O)O